1-(p-toluenesulfonyl)pyrrolo[2,3-b]Pyridine-2-carboxylic acid CC1=CC=C(C=C1)S(=O)(=O)N1C(=CC=2C1=NC=CC2)C(=O)O